CC1=C(C=O)C=CC(=C1)C=1N(C=C(N1)C(F)(F)F)C 2-methyl-4-[1-methyl-4-(trifluoromethyl)imidazol-2-yl]benzaldehyde